C[C@@](N)(CC1=CNC=N1)C(=O)O α-methyl-D-histidine